OC(C)(C)C1=CC=C(NC=2C(=NC(=C(N2)NC)C=2C3=C(C=NC2)N(C=N3)C)C(=O)N)C=C1 3-[4-(1-hydroxy-1-methyl-ethyl)anilino]-5-(methylamino)-6-(3-methylimidazo[4,5-c]pyridin-7-yl)pyrazine-2-carboxamide